3-amino-propyl alpha-methyl-4-(2-methylpropyl)-phenylacetate CC(C(=O)OCCCN)C1=CC=C(C=C1)CC(C)C